3-(1-oxo-5-(4-(piperidin-4-yloxy)piperidin-1-yl)isoindolin-2-yl)piperidine-2,6-dione O=C1N(CC2=CC(=CC=C12)N1CCC(CC1)OC1CCNCC1)C1C(NC(CC1)=O)=O